C(C)(C)[Si](C1=CC=C(C=C1)P(C1=CC=C(C=C1)[Si](C(C)C)(C(C)C)C(C)C)Cl)(C(C)C)C(C)C bis(4-((triisopropyl)silyl)phenyl)phosphorus chloride